2-(isobutylamino)benzoic acid C(C(C)C)NC1=C(C(=O)O)C=CC=C1